CC(CCC[Li])CC(CC(CC(CCC)C)C)C 4,6,8,10-tetramethyltridecyl-lithium